[Cl-].ClC=1C=C(C=CC1)C=1N(C=[N+]2C1C=1NC3=CC=CC=C3C1C=C2)C2=CC=C(C=C2)Cl 1-(3-Chlorophenyl)-2-(4-chlorophenyl)-2,11-dihydroimidazo[1',5':1,2]pyrido[3,4-b]indol-4-ium chloride